FC1=CC=C(C(=O)C2=CC=CC=C2)C=C1 4-Fluorobenzophenone